3-benzylmorpholine C(C1=CC=CC=C1)C1NCCOC1